3-Amino-4-(3-hydroxy-2-methylphenyl)quinoline-2-carboxamide NC=1C(=NC2=CC=CC=C2C1C1=C(C(=CC=C1)O)C)C(=O)N